FC(N1C=NC2=C1C=C(C(=C2)I)F)F 1-(difluoromethyl)-6-fluoro-5-iodo-1,3-benzodiazole